COC1=CC=C(COC=2C(NC3=CC=CN=C3C2C#N)=O)C=C1 3-[(4-Methoxybenzyl)oxy]-2-oxo-1,2-dihydro-1,5-naphthyridine-4-carbonitrile